(S)-5-chloro-6-((2,4-difluorophenyl)methoxy-d2)-3-(2-(3-(2-hydroxypropan-2-yl)-1H-pyrazol-1-yl)-5-methylpyridin-4-yl)-2-methylpyrimidin-4(3H)-one ClC=1C(N(C(=NC1OC([2H])([2H])C1=C(C=C(C=C1)F)F)C)C1=CC(=NC=C1C)N1N=C(C=C1)C(C)(C)O)=O